(3,4-dibromo)phenethyl-biguanide hydrochloride Cl.BrC=1C=C(CCNC(=N)NC(=N)N)C=CC1Br